2-((2R,3R)-3-benzyl-1,4-dioxaspiro[4.4]nonan-2-yl)ethyl sulfamate S(N)(OCC[C@H]1OC2(O[C@@H]1CC1=CC=CC=C1)CCCC2)(=O)=O